C1(CC1)COC(C(C1=CC=C(C=C1)F)N1C(C=CC(=C1)F)=O)C1=CC=C(C=C1)F 1-[2-Cyclopropylmethoxy-1,2-bis-(4-fluorophenyl)ethyl]-5-fluoro-1H-pyridin-2-one